COC1=CC=C(C=C1)C1=NOC(=N1)N1CCC(CC1)C(=O)NC[C@H]1CN(CC1)CC1CCN(CC1)C (S)-1-(3-(4-Methoxyphenyl)-1,2,4-oxadiazol-5-yl)-N-((1-((1-Methylpiperidin-4-yl)methyl)pyrrolidin-3-yl)methyl)piperidin-4-carboxamid